9,9',9'',9'''-(4-(2-(1-phenyl-1H-benzo[d]imidazol-2-yl)phenyl)pyridine-2,3,5,6-tetrayl)tetrakis(3,6-dimethyl-9H-carbazole) C1(=CC=CC=C1)N1C(=NC2=C1C=CC=C2)C2=C(C=CC=C2)C2=C(C(=NC(=C2N2C1=CC=C(C=C1C=1C=C(C=CC21)C)C)N2C1=CC=C(C=C1C=1C=C(C=CC21)C)C)N2C1=CC=C(C=C1C=1C=C(C=CC21)C)C)N2C1=CC=C(C=C1C=1C=C(C=CC21)C)C